NC1=NC=2C=CC=CC2C2=C1N=C(N2CC2=CC=C(CNC(OCCNC(C(=C)C)=O)=O)C=C2)C2=NOC=C2 2-methacrylamidoethyl 4-((4-amino-2-(isoxazol-3-yl)-1H-imidazo[4,5-c]quinolin-1-yl)methyl)benzylcarbamate